C1(CC1)CN1C(=CC=2C1=NC(=CC2)[C@@H]2N(CCC2)C(C(C)(C)C)=O)C2=NC1=C(N2C)C(=CC(=C1)C(=O)O)OC (R)-2-(1-(cyclopropylmethyl)-6-(1-pivaloylpyrrolidin-2-yl)-1H-pyrrolo[2,3-b]pyridin-2-yl)-7-methoxy-1-methyl-1H-benzo[d]imidazole-5-carboxylic acid